3-((3aS,7aR)-7a-fluoro-1-oxooctahydro-2H-pyrrolo[3,4-c]pyridin-2-yl)-5-methoxybenzoic acid F[C@@]12[C@@H](CNCC1)CN(C2=O)C=2C=C(C(=O)O)C=C(C2)OC